tert-butyl (E)-3-(2-(3-ethoxy-3-oxoprop-1-en-1-yl)phenyl)-2-oxoimidazolidine-1-carboxylate C(C)OC(/C=C/C1=C(C=CC=C1)N1C(N(CC1)C(=O)OC(C)(C)C)=O)=O